methyl 4-(6-bromo-5-methoxy-1,3-benzothiazol-2-yl)cyclohexanecarboxylate BrC1=CC2=C(N=C(S2)C2CCC(CC2)C(=O)OC)C=C1OC